6-(2,6-dichlorophenyl)-2-((3-methyl-4-(piperidin-4-yl)phenyl)amino)-8,9-dihydroimidazo[1,2-a]pyrimido[5,4-e]pyrimidin-5(6H)-one ClC1=C(C(=CC=C1)Cl)N1C=2N(C3=C(C1=O)C=NC(=N3)NC3=CC(=C(C=C3)C3CCNCC3)C)CCN2